(E)-1-(diisobutylamino)-3-(4-(3,5-dimethoxystyryl)phenoxy)propan-2-ol C(C(C)C)N(CC(COC1=CC=C(C=C1)\C=C\C1=CC(=CC(=C1)OC)OC)O)CC(C)C